C1CCCCC12CCC2 spiro[5.3]nonane